[(3S,9aS)-3-(3-chloro-4-fluoro-phenyl)-3,4,6,7,9,9a-hexahydro-1H-pyrazino[2,1-c][1,4]oxazin-8-yl]-(2-chloro-3,5-dimethoxy-phenyl)methanone ClC=1C=C(C=CC1F)[C@H]1CN2[C@H](CO1)CN(CC2)C(=O)C2=C(C(=CC(=C2)OC)OC)Cl